1,4-diisopropylbenzen C(C)(C)C1=CC=C(C=C1)C(C)C